CC1CCN(CC1)CC1=NC2=C(N1)C=CC(=C2)NC(=O)C2=CC=C(C(=O)O)C=C2 4-((2-((4-methylpiperidin-1-yl)methyl)-1H-benzo[d]imidazol-5-yl)carbamoyl)benzoic acid